FC(CN1C2=C(OCC1=O)C=C(C(=C2)OC)C2=C(C=CC(=C2)C=2C1=C(N=NC2)N(C=N1)CC)F)F 4-(2,2-difluoroethyl)-7-(5-(7-ethyl-7H-imidazo[4,5-c]pyridazin-4-yl)-2-fluorophenyl)-6-methoxy-2H-benzo[b][1,4]oxazin-3(4H)-one